4,6-di(mercaptomethylthio)-1,3-dithiane SCSC1SCSC(C1)SCS